dihydro-2{3H}furanone O1C(CCC1)=O